C1(CC1)C=1N(C(=NN1)CCCNC(=O)NC1CCOCC1)C 1-(3-(5-cyclopropyl-4-methyl-4H-1,2,4-triazol-3-yl)propyl)-3-(tetrahydro-2H-pyran-4-yl)urea